ClC(CC)[C@H]1C([C@@H]1C(=O)OCC1=C(C(=C(C(=C1F)F)COC)F)F)(C)C 4-methoxymethyl-2,3,5,6-tetrafluorobenzyl (1R)-trans-3-(1-chloropropyl)-2,2-dimethylcyclopropanecarboxylate